7-methyl-6-nitro-3,4-dihydro-2H-pyrano[3,2-b]pyridine CC=1C=C2C(=NC1[N+](=O)[O-])CCCO2